5-((5-(2-methoxyethoxy)pyridin-2-yl)amino)-3-(4-(2-phenyl-acetamido)phenyl)-1H-pyrazole-4-carboxamide COCCOC=1C=CC(=NC1)NC1=C(C(=NN1)C1=CC=C(C=C1)NC(CC1=CC=CC=C1)=O)C(=O)N